Para-PHENYLENEDIAMINE C1(=CC=C(C=C1)N)N